ClC(C1=NC(=NO1)C=1C=NC(=NC1)NC(C)C1=NC(=CC=C1)Cl)(F)F 5-[5-[chloro(difluoro)methyl]-1,2,4-oxadiazol-3-yl]-N-[1-(6-chloropyridin-2-yl)ethyl]pyrimidin-2-amine